(1-{(S)-2-[(S)-3-Butyl-2-oxo-1-piperazinyl]-4,4-dimethylvaleryl}-4-piperidyl)acetamide C(CCC)[C@H]1C(N(CCN1)[C@H](C(=O)N1CCC(CC1)CC(=O)N)CC(C)(C)C)=O